((2R,4R)-2-methyltetrahydro-2H-pyran-4-yl)quinoline-3,4-diamine C[C@H]1OCC[C@H](C1)C1=NC2=CC=CC=C2C(=C1N)N